methyl 5-{5-bromo-3-[(3,5-difluorophenyl)methoxy]pyridin-2-yl}-1-methyl-1H-pyrrole-3-carboxylate BrC=1C=C(C(=NC1)C1=CC(=CN1C)C(=O)OC)OCC1=CC(=CC(=C1)F)F